CC=1C=C2C(=NC1)COC21CCN(CC1)C1(C(NC(NC1=O)=O)=O)C1=CC=C(C=C1)OC1=CC=C(C=C1)OC(F)(F)F 5-(3-methylspiro[7H-furo[3,4-b]pyridine-5,4'-piperidine]-1'-yl)-5-[4-[4-(trifluoromethoxy)phenoxy]phenyl]hexahydropyrimidine-2,4,6-trione